FC1=C(OC2=C(C#N)C=C(C(=C2)N2C(NC(=CC2=O)C(F)(F)F)=O)F)C(=CC=C1)F 2-(2,6-Difluorophenoxy)-4-[2,6-dioxo-4-(trifluoromethyl)-3,6-dihydropyrimidin-1(2H)-yl]-5-fluorobenzonitrile